OC1=CC=C(C=C1)C=1C(=C(C=CC1C(C)C)C(C)C)C1=CC=C(C=C1)O bis(4-hydroxyphenyl)-1,4-diisopropylbenzene